C(C)OC(=O)C1(CC(=NO1)C1=C(C=C(C(=C1)C1=NC=C(N=C1)C)F)Cl)C 3-[2-chloro-4-fluoro-5-(5-methylpyrazin-2-yl)phenyl]-5-methyl-4H-isoxazole-5-carboxylic acid ethyl ester